FC1=CC=C(C=C1)C1=C(C=C(C=C1)C=O)C 4'-fluoro-2-methyl-[1,1'-biphenyl]-4-carbaldehyde